ClC1=NC=C(C(=N1)NC1=C(C(=CC=C1)CC)N(S(=O)(=O)C)C)Cl N-(2-((2,5-dichloropyrimidin-4-yl)amino)-6-ethylphenyl)-N-methylmethanesulfonamide